N-(5-(2-((4-(2-(2-aminopyridin-3-yl)-5-phenyl-3H-imidazo[4,5-b]pyridin-3-yl)benzyl)amino)ethyl)-2-formylphenyl)acetamide NC1=NC=CC=C1C1=NC=2C(=NC(=CC2)C2=CC=CC=C2)N1C1=CC=C(CNCCC=2C=CC(=C(C2)NC(C)=O)C=O)C=C1